CC1=CC=C(C=C(O)[C@H](O)[C@@H](O)[C@H](O)[C@H](O)CO)C=C1 mono(4-methylbenzylidene)-(D)-sorbitol